1-bromo-3-(1-(hexyloxy)ethyl)-2-methoxybenzene BrC1=C(C(=CC=C1)C(C)OCCCCCC)OC